C(C=C)(=O)OC(C1CO1)CC α-ethylglycidyl acrylate